5-(2-chloro-3-((3R,9aS)-3-(3,4-dichlorophenyl)octahydropyrazino[2,1-c][1,4]oxazine-8-carbonyl)phenyl)oxazol-2(3H)-one ClC1=C(C=CC=C1C(=O)N1C[C@H]2CO[C@@H](CN2CC1)C1=CC(=C(C=C1)Cl)Cl)C1=CNC(O1)=O